N-(5-(5-cyano-3H-spiro[isobenzofuran-1,4'-piperidin]-1'-ylcarbonyl)-2-methylphenyl)-6-((2-hydroxyethyl)amino)nicotinamide C(#N)C=1C=C2COC3(CCN(CC3)C(=O)C=3C=CC(=C(C3)NC(C3=CN=C(C=C3)NCCO)=O)C)C2=CC1